CC1=C(C=CC(=C1)C1CCCN2C1=NS(CC2)(=O)=O)C2=CC=CC=C2 9-(2-methylbiphenyl-4-yl)-3,4,6,7,8,9-hexahydropyrido[2,1-c][1,2,4]thiadiazine 2,2-dioxide